azetidine diacetate C(C)(=O)O.C(C)(=O)O.N1CCC1